(S)-1-(4-(3-((1r,3R,5S,7S)-3,5-dimethyladamantan-1-yl)ureido)-3-fluorobenzoyl)-N-(2-hydroxyethyl)piperidine-3-carboxamide C[C@]12CC3(CC(C[C@@](C1)(C3)C)C2)NC(NC2=C(C=C(C(=O)N3C[C@H](CCC3)C(=O)NCCO)C=C2)F)=O